(±)-2,5,6,7,8,9-hexahydro-3H-6,9-epiminocyclohepta[c]pyridazin-3-one N=1NC(C=C2C1C1CCC(C2)N1)=O